N1(CCC1)C(=O)N1[C@H]([C@H](CC1)NS(=O)(=O)CC)CC=1C=C(C=CC1)C1=CC(=CC(=C1)F)F N-((2S,3S)-1-(azetidin-1-ylcarbonyl)-2-((3',5'-difluorobiphenyl-3-yl)methyl)pyrrolidin-3-yl)ethanesulfonamide